N2,N4-dibutyl-N2,N4-bis(1-hydroxy-2,2,6,6-tetramethyl-4-piperidinyl)-1,3,5-triazine-2,4,6-triamine C(CCC)N(C1=NC(=NC(=N1)N(C1CC(N(C(C1)(C)C)O)(C)C)CCCC)N)C1CC(N(C(C1)(C)C)O)(C)C